(2S)-1-(tert-butoxycarbonyl)-5-oxo-pyrrolidine-2-carboxylic acid C(C)(C)(C)OC(=O)N1[C@@H](CCC1=O)C(=O)O